BrC=1C=CC(=NC1C(F)F)C=1N=NN(C1C(=O)OC)C methyl 4-(5-bromo-6-(difluoromethyl) pyridin-2-yl)-1-methyl-1H-1,2,3-triazole-5-carboxylate